Methyl 4-(2-acetamidoethyl)-2-bromobenzoate C(C)(=O)NCCC1=CC(=C(C(=O)OC)C=C1)Br